4-(cyclohexyloxy)-1-(6-(2-hydroxyphenyl)pyridazin-4-yl)-N-methyl-N-(piperidin-4-yl)piperidine-4-carboxamide C1(CCCCC1)OC1(CCN(CC1)C1=CN=NC(=C1)C1=C(C=CC=C1)O)C(=O)N(C1CCNCC1)C